C(C)C(CCCCCCCCCCCCC1C(=O)OC(C1)=O)CCC 13-ethylhexadecanyl-succinic anhydride